O1COC2=C1C=CC(=C2)NC(CN2CCOCC2)=O N-(benzo[d][1,3]dioxol-5-yl)-2-morpholinylacetamide